N-((cis)-3-(3-cyano-6-methylpyridin-2-yl)cyclobutyl)-1-((R or S)-1-(6-methyl-5-((1R,5S)-2-oxo-3-azabicyclo[3.1.0]hexan-3-yl)pyrazin-2-yl)ethyl)-1H-1,2,3-triazole-4-carboxamide C(#N)C=1C(=NC(=CC1)C)[C@H]1C[C@H](C1)NC(=O)C=1N=NN(C1)[C@H](C)C1=NC(=C(N=C1)N1C([C@@H]2C[C@@H]2C1)=O)C |o1:21|